BrC1=CC=C(C2=CC=CC=C12)NC(=O)C1=C(C2=CC=CC=C2C=C1)O N-(4-bromonaphthalen-1-yl)-1-hydroxy-2-naphthalamide